2-phenylethylamino-1,4-naphthoquinone C1(=CC=CC=C1)CCNC=1C(C2=CC=CC=C2C(C1)=O)=O